2-methyl-2,6-heptadienyl bromide CC(CBr)=CCCC=C